C(C)OC(=O)N1C(C=CC2=CC=CC=C12)OCC.O[C@@H]1C[C@H](N(C1)C(=O)OC(C)(C)C)C(N[C@@H](C)C1=CC=C(C=C1)C1=C(N=CS1)C)=O tert-Butyl (2S,4R)-4-hydroxy-2-(((S)-1-(4-(4-methylthiazol-5-yl)phenyl)ethyl)carbamoyl)pyrrolidine-1-carboxylate Ethyl-2-ethoxy-1,2-dihydroquinoline-1-carboxylate